(S)-1'-(3-(3,4-dihydro-1,5-naphthyridin-1(2H)-yl)-1H-pyrazolo[3,4-b]pyrazin-6-yl)-3H-spiro[benzofuran-2,4'-piperidin]-3-amine N1(CCCC2=NC=CC=C12)C1=NNC2=NC(=CN=C21)N2CCC1(CC2)OC2=C([C@@H]1N)C=CC=C2